ClC1=C(O)C(=C(C(C1Cl)(O)C(C1=CC=CC=C1)=O)C#N)C#N 2,3-dichloro-5,6-dicyano-p-benzoyl-hydroquinone